6-(2-Chloro-3-methoxyphenyl)-5,7-dimethyl-2-(pyridin-2-yl)-2,6-dihydro-1H-pyrrolo[3,4-d]pyridazin-1-one ClC1=C(C=CC=C1OC)N1C(=C2C(N(N=CC2=C1C)C1=NC=CC=C1)=O)C